NC=1C(=C(C=CC1N)C1C(CN(C1)C(=O)OC(C)(C)C)C(=O)OCC)F O1-tert-butyl O3-ethyl 4-(3,4-diamino-2-fluorophenyl)-pyrrolidine-1,3-dicarboxylate